N-((5-(5-(difluoromethyl)-1,3,4-oxadiazol-2-yl)pyridin-2-yl)methyl)-N-(3,4-difluorophenyl)-1-iminothiomorpholin-4-carboxamide 1-oxide FC(C1=NN=C(O1)C=1C=CC(=NC1)CN(C(=O)N1CCS(CC1)(=N)=O)C1=CC(=C(C=C1)F)F)F